FC(C(=O)N(C)OC)(C(F)F)F 2,2,3,3-tetrafluoro-N-methoxy-N-methylpropanamide